5-bromo-7,8-difluoronaphthalene-1,3-diol BrC1=C2C=C(C=C(C2=C(C(=C1)F)F)O)O